14-hydroxy-β-caryophyllene CC1(C[C@H]2[C@H]1CC/C(=C\CCC2=C)/CO)C